5-(5,6-dihydro-4H-thieno[2,3-c]pyrrol-2-yl)-N-methylpyridine-2-carboxamide hydrochloride Cl.S1C(=CC2=C1CNC2)C=2C=CC(=NC2)C(=O)NC